Trifluoromethyl-phosphine FC(F)(F)P